CN(C)CC(CCCCCCCC\C=C/CCCCCCCC(=O)OCC)CCCCCCCCC ethyl (9Z)-19-[(dimethylamino)methyl]octacos-9-enoate